aluminum di(8-nonenoate) monochloride [Cl-].C(CCCCCCC=C)(=O)[O-].C(CCCCCCC=C)(=O)[O-].[Al+3]